1-methoxy-3-methylbutane-3-thiol COCCC(C)(S)C